tert-butyl (4-acetylpyridin-2-yl)carbamate C(C)(=O)C1=CC(=NC=C1)NC(OC(C)(C)C)=O